C(CCC)[Sn](C1=CCCO1)(CCCC)CCCC tributyl(2,3-dihydrofuran-5-yl)stannane